C(C)(C)(C)OC(=O)N1CCN(CC1)C1=NC(=NC=C1)Cl 4-(2-Chloropyrimidin-4-yl)piperazine-1-carboxylic acid tert-butyl ester